C(#N)C=1C(=NC=CC1)N1C=C(C=2C1=NC=C(C2)C=2C(=NOC2C)C)C2=C(C=C(C(=O)O)C=C2)OC2CCC2 4-(1-(3-cyanopyridin-2-yl)-5-(3,5-dimethylisoxazol-4-yl)-1H-pyrrolo[2,3-b]pyridin-3-yl)-3-cyclobutoxybenzoic acid